ClC=1C(=C(C=C(C1)N1C[C@H](OCC1)C)N1C(N(C=C1)CC=1C=NN(C1)CC)=O)F 1-{3-chloro-2-fluoro-5-[(2R)-2-methylmorpholin-4-yl]phenyl}-3-[(1-ethyl-1H-pyrazol-4-yl)methyl]-1,3-dihydro-2H-imidazol-2-one